pyrazolo[5,1-c][1,4]Thiazine N1C=CC2=CSC=CN21